(S)-6-(2,2-dimethyl-6-(2-methylpyridin-4-yl)morpholino)-2,3-dimethyl-8-(2,4,5-trifluorophenyl)pyrido[3,4-d]pyrimidin-4(3H)-one CC1(O[C@H](CN(C1)C1=CC2=C(N=C(N(C2=O)C)C)C(=N1)C1=C(C=C(C(=C1)F)F)F)C1=CC(=NC=C1)C)C